2,4,8,10-tetrakis(1,1-dimethylethyl)-6-[(2-ethylhexyl)oxy]-12H-dibenzo[d,g][1,3,2]dioxaphosphocin CC(C)(C)C1=CC2=C(OP(OC3=C(C2)C=C(C=C3C(C)(C)C)C(C)(C)C)OCC(CCCC)CC)C(=C1)C(C)(C)C